COC1=CC=C(CN2CCC(CC2)CCO)C=C1 2-(1-(4-methoxybenzyl)piperidin-4-yl)ethan-1-ol